CN(C)CC1=C(C=C(C=C1OC)C=1C=2C=C(N=CC2C(N(C1)C)=O)N(CCOCCOCCNC(OC(C)(C)C)=O)C)OC tert-butyl N-[2-(2-[2-[(5-[4-[(dimethylamino)methyl]-3,5-dimethoxyphenyl]-7-methyl-8-oxo-2,7-naphthyridin-3-yl)(methyl)amino]ethoxy]ethoxy)ethyl]carbamate